2-(1H-benzo[d][1,2,3]triazol-1-yl)-1,1,3,3-tetramethylisouronium tetrafluoroborate F[B-](F)(F)F.N1(N=NC2=C1C=CC=C2)OC(N(C)C)=[N+](C)C